Cl.NNN(CCCCCCCCCC)C#N triazatridecane-3-carbonitrile hydrochloride